N-(6-chloro-1-(3-(3-hydroxyphenyl)prop-2-yn-1-yl)-3-methyl-2,4-dioxo-1,2,3,4-tetrahydropyrimidin-5-yl)-3-(4-ethylphenyl)propanamide ClC1=C(C(N(C(N1CC#CC1=CC(=CC=C1)O)=O)C)=O)NC(CCC1=CC=C(C=C1)CC)=O